C(C)(C)(C)NS(=O)(=O)C=1C=C(C=CC1)NC1=NC(=NC=C1C)NC1=CC=C(C=C1)N1CCN(CC1)C(=O)NC1=C(C=CC=C1)C(F)(F)F 4-(4-((4-((3-(N-(tert-butyl)sulfamoyl)phenyl)amino)-5-methylpyrimidin-2-yl)amino)phenyl)-N-(2-(trifluoromethyl)phenyl)piperazine-1-carboxamide